3-[2-[4-[3-(3,5-dimethylpyrazol-1-yl)-6-oxopyridazin-1-yl]piperidin-1-yl]-2-oxoethyl]-1,3-benzoxazol-2-one CC1=NN(C(=C1)C)C1=NN(C(C=C1)=O)C1CCN(CC1)C(CN1C(OC2=C1C=CC=C2)=O)=O